C(C)S(=O)(=O)N(S(=O)(=O)CC)C1=CC=C2CCCN(C2=C1)S(=O)(=O)C N-(ethylsulfonyl)-N-(1-(methylsulfonyl)-1,2,3,4-tetrahydroquinolin-7-yl)ethanesulfonamide